N-benzoyl-homocysteine C(C1=CC=CC=C1)(=O)N[C@@H](CCS)C(=O)O